5-[[6-[(2,5-dichloropyrimidin-4-yl)amino]-3-methyl-2-oxo-benzimidazol-1-yl]methyl]-5-ethyl-3-methyl-oxazolidin-2-one ClC1=NC=C(C(=N1)NC=1C=CC2=C(N(C(N2C)=O)CC2(CN(C(O2)=O)C)CC)C1)Cl